C(C)(C)C1=C(C(=CC=C1)C(C)C)N1CN(CC1)C1=C(C=CC=C1C(C)C)C(C)C 1,3-bis(2,6-diisopropylphenyl)dihydroimidazoline